tetramethylenebis(2-carbamoyl-4,4-dimethyl-2-oxazoline) C(N)(=O)C=1OC(C(N1)(C)C)CCCCC1C(N=C(O1)C(N)=O)(C)C